N1(C=NC=C1)CC1=CC(=C2CCN(C(C2=C1)=O)C1=NC(=NC2=CC(=C(C=C12)OC)OC)C)C=1C(=NN(C1)C)C 7-((1H-Imidazol-1-yl)methyl)-2-(6,7-dimethoxy-2-methylquinazolin-4-yl)-5-(1,3-dimethyl-1H-pyrazol-4-yl)-3,4-dihydroisoquinolin-1(2H)-one